NCCC[C@@H](C(=O)OC(C)(C)C)NC(=O)OC(C)(C)C tert-butyl (2S)-5-amino-2-(tert-butoxycarbonylamino)pentanoate